N1(CCC1)CC1=C(C(=CC=C1)C(C)C)N1C(N=C(C2=C1N=C(C(=C2)Cl)C2=C(C=CC=C2)F)N2[C@H](CN([C@@H](C2)C)C(C=C)=O)C)=O 1-[2-(azetidin-1-ylmethyl)-6-isopropyl-phenyl]-6-chloro-4-[(2S,5R)-2,5-dimethyl-4-prop-2-enoyl-piperazin-1-yl]-7-(2-fluorophenyl)pyrido[2,3-d]pyrimidin-2-one